BrC1=CC=C(C=C1)C=1C2=CC=C(N2)C(=C2C=CC(C(=C3C=CC(=C(C=4C=CC1N4)C4=CC=C(C=C4)Br)N3)C3=CC=C(C=C3)Br)=N2)C2=CC=C(C=C2)Br 5,10,15,20-tetra-(4'-bromophenyl)porphyrin